FC1=CC2=CN(N=C2C=C1C1=CC=C(C=C1)C1CCN(CC1)C)CC(=O)O 2-(5-fluoro-6-(4-(1-methylpiperidin-4-yl)phenyl)-2H-indazol-2-yl)acetic acid